4-(2-(ethylsulfonyl)-3-(7-methyl-3-(trifluoromethyl)-7H-imidazo[4,5-c]pyridazin-6-yl)indolizin-8-yl)-2-fluorobenzonitrile C(C)S(=O)(=O)C=1C=C2C(=CC=CN2C1C1=NC2=C(N=NC(=C2)C(F)(F)F)N1C)C1=CC(=C(C#N)C=C1)F